1,3-bis(2,6-diisopropylphenyl)-imidazolidin-2-ylidene-tricyclohexylphosphine C(C)(C)C1=C(C(=CC=C1)C(C)C)N1C(N(CC1)C1=C(C=CC=C1C(C)C)C(C)C)=C1C(CCCC1)P(C1CCCCC1)C1CCCCC1